Cl.ClC1=C(C=CC(=C1)Cl)S(=O)(=O)N1CC(C1)(CN[C@@H]1CC[C@@H](CC1)O)COC1=CC(=C(C#N)C=C1)F 4-((1-((2,4-Dichlorophenyl)sulfonyl)-3-((((cis)-4-hydroxycyclohexyl)amino)methyl)azetidin-3-yl)methoxy)-2-fluorobenzonitrile hydrochloride